COC(=O)C=1C(=NN(C1C)C1=NC=CC(=C1)CC1=CC(=CC(=C1)C(F)(F)F)F)COC 1-(4-(3-fluoro-5-(trifluoromethyl)benzyl)pyridin-2-yl)-3-(methoxymethyl)-5-methyl-1H-pyrazole-4-carboxylic acid methyl ester